2'-chloro-N-(5-(((1S,3S)-3-hydroxy-3-methylcyclohexyl)oxy)-1,3,4-thiadiazol-2-yl)-5'-methoxy-6-methyl-(4,4'-bipyridine)-3-carboxamide ClC1=NC=C(C(=C1)C1=C(C=NC(=C1)C)C(=O)NC=1SC(=NN1)O[C@@H]1C[C@@](CCC1)(C)O)OC